FC1=CC=C(C=C1)C1=NC(=NC(=N1)N1N=CC=C1)NCC(=O)N 2-((4-(4-fluorophenyl)-6-(1H-pyrazol-1-yl)-1,3,5-triazin-2-yl)amino)acetamide